C(C)C=1OC(=CC1)CC 2,5-Diethylfuran